di(tridecan-7-yl) 10-((4-(dimethylamino)butyl)(3-(2-(nonanoyloxy)ethoxy)-3-oxopropyl)amino)nonadecanedioate CN(CCCCN(C(CCCCCCCCC(=O)OC(CCCCCC)CCCCCC)CCCCCCCCC(=O)OC(CCCCCC)CCCCCC)CCC(=O)OCCOC(CCCCCCCC)=O)C